(2R,3S,4S)-4-hydroxy-2-[(4-methoxyphenyl)methyl]pyrrolidin-3-yl N-[(4-carbamoylphenyl)methyl]carbamate C(N)(=O)C1=CC=C(C=C1)CNC(O[C@H]1[C@H](NC[C@@H]1O)CC1=CC=C(C=C1)OC)=O